SC(CC(=O)OCC(COC(CC(C)(C)S)=O)(COC(CC(C)(C)S)=O)COC(CC(C)(C)S)=O)(C)C Pentaerythritol tetrakis(3-mercapto-3-methylbutanoate)